C1N(CC12CCC2)C2=C1C=CN(C(C1=CN=C2)=O)CC=2N=C1N(C=C(C=C1)C=O)C2 2-[(5-{2-azaspiro[3.3]heptan-2-yl}-1-oxo-1,2-dihydro-2,7-naphthyridin-2-yl)methyl]imidazo[1,2-a]pyridine-6-carbaldehyde